C(C)OC(=O)C1=C(SC=C1)CO 2-(hydroxymethyl)thiophene-3-carboxylic acid ethyl ester